ClC1=CC=C(C=C1)C1=N[C@H](C=2N(C3=C1C(=C(S3)C)C)C(=NN2)C)CC(=O)NCCCCCC(=O)O (S)-6-(2-(4-(4-chlorophenyl)-2,3,9-trimethyl-6H-thieno[3,2-f][1,2,4]triazolo[4,3-a][1,4]diazepin-6-yl)acetamido)hexanoic acid